S(=O)(=O)(C)C=1C=C(C(OC)=CC1)NCC#CC1=CC(=C2C=CN(C2=C1)CC(F)(F)F)NC1C(CN(CC1)C)C 6-[3-(4-mesyl-2-anisidino)-1-propynyl]-4-(1-methyl-3-methyl-4-piperidylamino)-1-(2,2,2-trifluoroethyl)indole